3,4-Dichloro-5-hydroxy-1-((6-(4-methylpiperazin-1-yl)pyridin-3-yl)methyl)-1,5-dihydro-2H-pyrrol-2-one ClC=1C(N(C(C1Cl)O)CC=1C=NC(=CC1)N1CCN(CC1)C)=O